tert-butyl 7-(((2R)-2-(((2-(2,6-dioxopiperidin-3-yl)-1-oxoisoindolin-5-yl)oxy)methyl)piperidin-1-yl)methyl)indoline-1-carboxylate O=C1NC(CCC1N1C(C2=CC=C(C=C2C1)OC[C@@H]1N(CCCC1)CC=1C=CC=C2CCN(C12)C(=O)OC(C)(C)C)=O)=O